COC1=CC=CC2=C1NC(=N2)NC=2OC(=NN2)N2CCOCC2 N-(7-methoxy-1H-benzo[d]imidazol-2-yl)-5-morpholino-1,3,4-oxadiazol-2-amine